ClC1=C2CCO[C@@H](C2=CC=C1)CN (S)-(5-chloroisochroman-1-yl)methylamine